C(C1=CC=CC=C1)C=1N=C2N(C(=NC=3C=C(C(=CC23)F)N2CCOCC2)N)C1 2-benzyl-9-fluoro-8-morpholinoimidazo[1,2-c]quinazolin-5-amine